ethyl 3-chloropyridine-4-carboxylate ClC=1C=NC=CC1C(=O)OCC